Bromoethene BrC=C